5-bromo-6-nitro-3-((2-(trimethylsilyl)ethoxy)methyl)benzo[d]oxazol-2(3H)-one BrC=1C(=CC2=C(N(C(O2)=O)COCC[Si](C)(C)C)C1)[N+](=O)[O-]